1,1'-((oxybis(4,1-phenylene))bis(sulfanediyl))bis(pyrrolidine-2,5-dione) O(C1=CC=C(C=C1)SN1C(CCC1=O)=O)C1=CC=C(C=C1)SN1C(CCC1=O)=O